NC=1C=C(C(=O)OC)C=C(N1)C1=CC2=C(OCCO2)C=C1 Methyl 2-amino-6-(2,3-dihydrobenzo[b][1,4]dioxin-6-yl)isonicotinate